7-(methoxymethyl)-3H,4H,7H-pyrrolo[2,3-d]pyrimidin COCN1C=CC2=C1N=CNC2